OC(C(CO)(CO)C)C(CO)(CO)C 3-hydroxy-2,4-dimethyl-2,4-bis(hydroxymethyl)1,5-pentanediol